(R)-1-(4-(2-(4-bromophenyl)but-3-yn-2-yl)thiazol-2-yl)-3-(2-hydroxyethyl)urea BrC1=CC=C(C=C1)[C@@](C)(C#C)C=1N=C(SC1)NC(=O)NCCO